F\C=C\F (E)-1,2-difluoroethene